C(C)(C)(C)C=1C(=C(C=C(C1N)C(C)(C)C)C1=CC=C(N)C=C1)O 3,5-di-tert-butyl-2-hydroxybenzidine